tris(2,5-xylyl)phosphine 2-ethylhexyl-phosphate C(C)C(COP(=O)(O)O)CCCC.C1(=C(C=CC(=C1)C)C)P(C1=C(C=CC(=C1)C)C)C1=C(C=CC(=C1)C)C